3-(5-(((S)-1-((2-Methoxyquinazolin-6-yl)methyl)pyrrolidin-3-yl)oxy)-1-oxoisoindolin-2-yl)piperidine-2,6-dione COC1=NC2=CC=C(C=C2C=N1)CN1C[C@H](CC1)OC=1C=C2CN(C(C2=CC1)=O)C1C(NC(CC1)=O)=O